germanium selenide ammonium salt [NH4+].[Ge]=[Se]